2,6-dibutylhydroquinone C(CCC)C1=C(O)C(=CC(=C1)O)CCCC